CC1CC(C2=CC(=CC=C12)N)(C)C 2,3-dihydro-1,3,3-trimethyl-1H-inden-5-amine